FC1=CC=2C(C3=CC=CC=C3C2C(=C1)C=1C=NN(C1)C(C(=O)NNC=1C(NC2=CC=CC=C2C1)=O)C)(C(F)(F)F)O 2-(4-(2-fluoro-9-hydroxy-9-(trifluoromethyl)-9H-fluoren-4-yl)-1H-pyrazol-1-yl)-N'-(2-oxo-1,2-dihydroquinolin-3-yl)propanehydrazide